FC(OC=1C=C(C(=O)O)C=C(C1)SC(F)F)F 3-(difluoromethoxy)-5-[(difluoromethyl)thio]-benzoic acid